C(C)OC(=O)C1=CNC(=CC1=O)C1=C(C=C(C2=C1CCO2)OC)O 6-(5-hydroxy-7-methoxy-2,3-dihydrobenzofuran-4-yl)-4-oxo-1,4-dihydropyridine-3-carboxylic acid ethyl ester